BrC1=CC=2C3=C(C=NC2C=C1)N(C(N3C3=CC=C(C=C3)C(C)(C)C)=O)C 8-bromo-1-(4-(tert-butyl)phenyl)-3-methyl-1,3-dihydroimidazo[4,5-c]quinolin-2-one